Diureido-Acetate N(C(=O)N)C(C(=O)[O-])NC(=O)N